C(C)OC(\C(=C\C)\C)=O (E)-2-methylbut-2-enoic acid ethyl ester